benzyl (imino(4-(((S)-1-((2R,4S)-4-phenylpiperidine-2-carbonyl)azetidine-2-carboxamido)methyl)phenyl)methyl)carbamate N=C(C1=CC=C(C=C1)CNC(=O)[C@H]1N(CC1)C(=O)[C@@H]1NCC[C@@H](C1)C1=CC=CC=C1)NC(OCC1=CC=CC=C1)=O